OCCC(CC(O)O)C 3-hydroxyethyl-butanediol